C(=O)(O)[C@H](CC(=O)N1CC2=NC(=C(C=C2C1)OCCCOC=1C=C2CNCC2=CC1OC)OC)C 5-(3-((6-((S)-3-carboxybutanoyl)-2-methoxy-6,7-dihydro-5H-pyrrolo[3,4-b]pyridin-3-yl)oxy)propoxy)-6-methoxyisoindolin